(5Z)-2-{[3-(diethylamino)propyl]amino}-5-[(1-methyl-5-nitro-1H-imidazol-2-yl)methylene]thiazol-4(5H)-one C(C)N(CCCNC=1S\C(\C(N1)=O)=C/C=1N(C(=CN1)[N+](=O)[O-])C)CC